phenol aluminum salt [Al].C1(=CC=CC=C1)O